6-methyl-N-(4-(6-methyl-2,6-diazaspiro[3.3]heptan-2-yl)phenyl)-8-(8-oxa-2-azaspiro[4.5]decan-2-yl)pyrido[3,4-d]pyrimidin-2-amine CC1=CC2=C(N=C(N=C2)NC2=CC=C(C=C2)N2CC3(C2)CN(C3)C)C(=N1)N1CC3(CC1)CCOCC3